NC(CC1=CC(=CC(=C1)F)F)C1OC1 (1'-amino-2-[3,5-difluoro-phenyl]ethyl)oxirane